5-chloro-1-[2-(dimethylamino)ethyl]-6-methyl-2-oxo-1,2-dihydropyridine-3-carboxylic acid hydrochloride Cl.ClC=1C=C(C(N(C1C)CCN(C)C)=O)C(=O)O